C(C)C1=C(NCC)C=CC=C1 2,N-diethyl-aniline